C(C)(C)(C)OC(=O)N1CC=2N(CCC1)N=C(C2)C(=O)O 5-[(tert-butoxy)carbonyl]-4H,6H,7H,8H-pyrazolo[1,5-a][1,4]diazepine-2-carboxylic acid